3-methyl-4-(4-(methylamino)-5-(trifluoromethyl)pyrimidin-2-ylamino)-1H-pyrazol CC1=NNC=C1NC1=NC=C(C(=N1)NC)C(F)(F)F